C1(=CC=CC=C1)[C@H]1[C@@H](C1)NC1CCC(CC1)N (1r,4S)-N1-((1R,2S)-2-phenylcyclopropyl)cyclohexane-1,4-diamine